C(C1=CC=CC=C1)(C1=CC=CC=C1)C1=C(C(=CC(=C1)C)C(C1=CC=CC=C1)C1=CC=CC=C1)O 2,6-bis(benzhydryl)-4-methylphenol